2-methyl-3-((R)-1-((4-methyl-7-((R)-octahydro-2H-pyrido[1,2-a]pyrazin-2-yl)phthalazin-1-yl)amino)ethyl)benzonitrile Hydrochloride salt Cl.CC1=C(C#N)C=CC=C1[C@@H](C)NC1=NN=C(C2=CC=C(C=C12)N1C[C@@H]2N(CC1)CCCC2)C